2-(4-(2-cyano-1-(1H-1,2,4-triazole-1-yl)hexane-2-yl)phenylamino)acetic acid C(#N)C(CN1N=CN=C1)(CCCC)C1=CC=C(C=C1)NCC(=O)O